3,4,5,6,6-Pentamethylhept-3-en-2-on CC(C(C)=O)=C(C(C(C)(C)C)C)C